C(C=C)OCC(C(=O)OCCC(C)OC)=C 3-methoxybutyl α-allyloxymethylacrylate